phenylcyclopropyl alcohol C1(=CC=CC=C1)C1(CC1)O